diphenyl-N1,N4-di-m-tolylbenzene-1,4-diamine C1(=CC=CC=C1)C=1C(=C(C=CC1NC=1C=C(C=CC1)C)NC=1C=C(C=CC1)C)C1=CC=CC=C1